COC1=CC=C(C=C1)\C=C/C 1-METHOXY-4-[(1Z)-1-PROPEN-1-YL]BENZENE